2-azaspiro[3.4]Octane-2-carboxylic acid tert-butyl ester C(C)(C)(C)OC(=O)N1CC2(C1)CCCC2